CN(C)[Sn](C)(C)N(C)C Bis(dimethylamino)dimethyl-tin